ClC=1C=C(C=CC1)[Si](C=1C=C(C=CC1)C=1N=C(C(=NC1)C1=CC=CC=C1)C1=CC=CC=C1)(C1=CC=CC=C1)C1=CC=CC=C1 5-(3-((3-chlorophenyl)diphenylsilyl)phenyl)-2,3-diphenylpyrazine